ClC=1C(=C2C=NNC2=C(C1F)C1C(CCC1)O)C=1C=CC=2N(C1)C=C(N2)NC(=O)[C@H]2[C@H](C2)F (1S,2S)-N-(6-(5-chloro-6-fluoro-7-(2-hydroxycyclopentyl)-1H-indazol-4-yl)imidazo[1,2-a]pyridin-2-yl)-2-fluorocyclopropane-1-carboxamide